[2-(1,1-difluoroethyl)-5-[3-(difluoromethoxy)-4-fluoro-phenyl]-3-pyridyl]methanol FC(C)(F)C1=NC=C(C=C1CO)C1=CC(=C(C=C1)F)OC(F)F